6-(4-hydroxy-3,5-di-tert-butylanilino)-2,4-bis(octylthio)-1,3,5-Triazine OC1=C(C=C(NC2=NC(=NC(=N2)SCCCCCCCC)SCCCCCCCC)C=C1C(C)(C)C)C(C)(C)C